NC1=NC=C(C2=CC=CC=C12)N1N=CC(=C1C(F)(F)F)C(=O)NC1=CC(=NC=C1)C(F)(F)F 1-(1-Aminoisochinolin-4-yl)-5-(trifluoromethyl)-N-(2-(trifluoromethyl)pyridin-4-yl)-1H-pyrazol-4-carboxamid